(7-methoxy-2-methyl-2H-indazol-5-yl)-2-[6-(1-methylazetidin-3-yl)pyridazin-3-yl]phenol COC1=CC(=CC2=CN(N=C12)C)C=1C(=C(C=CC1)O)C=1N=NC(=CC1)C1CN(C1)C